OCCCOCCCNC(OC(C)(C)C)=O Tert-butyl N-[3-(3-hydroxypropoxy)propyl]carbamate